(3S)-3-(1-cyclopentyl-5-(2-(trifluoromethyl)phenyl)-1H-pyrazole-3-carboxamido)-2-methyl-5-oxopentanoic acid tert-butyl ester C(C)(C)(C)OC(C([C@H](CC=O)NC(=O)C1=NN(C(=C1)C1=C(C=CC=C1)C(F)(F)F)C1CCCC1)C)=O